COCCOCCOCCOCCOS(=O)(=O)C1=CC=C(C=C1)C 4-methylbenzenesulfonic acid-2,5,8,11-tetraoxatridecan-13-yl ester